ClC1=C(C=C(C=C1)[C@@H]1O[C@@H]([C@H]([C@@H]([C@H]1O)O)O)CO)CC1=CC2=C(N(CCO2)CC)C=C1 (2S,3R,4R,5S,6R)-2-[4-Chloro-3-(4-ethyl-3,4-dihydro-2H-benzo[1,4]oxazin-7-ylmethyl)-phenyl]-6-hydroxymethyl-tetrahydro-pyran-3,4,5-triol